FC1=C(C=CC=C1F)C1=CC(=CC=C1)C[C@@H]1N(CC([C@@H]1NS(=O)(=O)CC)(F)F)C(=O)C1OCC1 N-[(2S,3R)-2-[(2',3'-difluoro[1,1'-biphenyl]-3-yl)methyl]-4,4-difluoro-1-(oxetane-2-carbonyl)pyrrolidin-3-yl]ethanesulfonamide